Cl.COC(=O)C1=CSC(=C1N)C 4-amino-5-methylthiophene-3-carboxylic acid methyl ester hydrochloride